((7-bromo-1-isopropyl-4-oxo-1,4-dihydroquinolin-2-yl)methyl)carbamic acid tert-butyl ester C(C)(C)(C)OC(NCC=1N(C2=CC(=CC=C2C(C1)=O)Br)C(C)C)=O